BrC1=C(C=CC(=C1)C(C)C)O 2-bromo-4-isopropyl-phenol